(4R)-4-[(3R,5S,7S,8R,9S,10S,13R,14S,17R)-3,7-dihydroxy-10,13-dimethyl-2,3,4,5,6,7,8,9,11,12,14,15,16,17-tetradecahydro-1H-cyclopenta[a]phenanthren-17-yl]pentanoic acid O[C@@H]1CC[C@@]2([C@H]3CC[C@@]4([C@H](CC[C@H]4[C@@H]3[C@H](C[C@@H]2C1)O)[C@@H](CCC(=O)O)C)C)C